3-((4-((2-Methyl-4-phenylthiazol-5-yl)oxy)pyridin-2-yl)amino)benzamide CC=1SC(=C(N1)C1=CC=CC=C1)OC1=CC(=NC=C1)NC=1C=C(C(=O)N)C=CC1